COC1=CC=C(C=C1)P1(SP(S1)(C1=CC=C(C=C1)OC)=S)=S 2,4-Bis-(4-methoxyphenyl)-1,3-dithia-2,4-diphosphetane 2,4-disulfide